rel-(3R,4S)-N-[4-[1-methyl-7-[4-(4-methylpiperazin-1-yl)anilino]-2-oxo-4H-pyrimido[4,5-d]pyrimidin-3-yl]-1-prop-2-enoyl-3-piperidinyl]carbamic acid tert-butyl ester C(C)(C)(C)OC(N[C@@H]1CN(CC[C@@H]1N1C(N(C2=NC(=NC=C2C1)NC1=CC=C(C=C1)N1CCN(CC1)C)C)=O)C(C=C)=O)=O |o1:7,12|